FC1(C[C@@H](CC1)C1=NC2=C(N1C(C)C)C=C(C=C2F)B2OC(C(O2)(C)C)(C)C)F (R)-2-(3,3-difluorocyclopentyl)-4-fluoro-1-isopropyl-6-(4,4,5,5-tetramethyl-1,3,2-dioxaborolan-2-yl)-1H-benzo[d]imidazole